3-(5-(Difluoromethyl)-1,3,4-thiadiazol-2-yl)-N-(1-(difluoromethyl)cyclopropyl)-8-(2-oxa-7-azaspiro[3.5]nonan-7-yl)-[1,2,4]triazolo[4,3-a]pyridine-6-sulfonamide FC(C1=NN=C(S1)C1=NN=C2N1C=C(C=C2N2CCC1(COC1)CC2)S(=O)(=O)NC2(CC2)C(F)F)F